2-[2-[(1S)-1-methoxyethyl]-5-morpholino-3-pyridyl]ethynyl-trimethyl-silane CO[C@@H](C)C1=NC=C(C=C1C#C[Si](C)(C)C)N1CCOCC1